4-Bromo-5,7-difluoro-1-(oxan-2-yl)indazole BrC1=C2C=NN(C2=C(C=C1F)F)C1OCCCC1